triethanolamine sarcosinate N(C)CC(=O)O.N(CCO)(CCO)CCO